3-(4-(Aminomethyl)-5-fluoropyridin-2-yl)piperidine-2,6-dione NCC1=CC(=NC=C1F)C1C(NC(CC1)=O)=O